ClC=1C=C(C2=C(N(N=N2)[C@H]2[C@@H]([C@@H]([C@H](O2)COP(=O)(O)CP(O)(O)=O)O)O)C1)N[C@@H](C)C1=C(C=CC=C1)F (((((2R,3S,4R,5R)-5-(6-chloro-4-(((S)-1-(2-fluorophenyl)ethyl)amino)-1H-benzo[d][1,2,3]triazol-1-yl)-3,4-dihydroxytetrahydrofuran-2-yl)methoxy)(hydroxy)phosphoryl)methyl)phosphonic acid